C(C=C)(=O)NCC1CN(C2=CC=CC=C2C1)C1=CC=C(C(=O)NC)C=C1 4-(3-(acrylamidomethyl)-3,4-dihydroquinolin-1(2H)-yl)-N-methylbenzamide